C(C)(=O)O[C@H]1[C@@H](SC2=CC=C(C=C2)Cl)O[C@@H]([C@@H]([C@@H]1N=[N+]=[N-])OC(C)=O)COC(C)=O 4-Chlorophenyl 2,4,6-tri-O-acetyl-3-azido-3-deoxy-1-thio-α-D-galactopyranoside